CC1=CC2=C(C3=CC=CC=C3C(=C2C=C1)C1=CC2=CC=CC=C2C=C1)C1=CC2=CC=CC=C2C=C1 2-methyl-9,10-di-(2-naphthyl)anthracene